4-isopropyl-N-((4-(trifluoromethyl)pyridin-2-yl)carbamothioyl)picolinimidamide C(C)(C)C1=CC(=NC=C1)C(NC(NC1=NC=CC(=C1)C(F)(F)F)=S)=N